C(#N)C=1C=C2C(=CC1)NC(C21CCN(CC1)CCOC1=CC=C(C=C1)C(C(=O)OC)(C)C)=O methyl 2-[4-(2-{5-cyano-2-oxo-1,2-dihydrospiro[indole-3,4'-piperidin]-1'-yl}ethoxy)phenyl]-2-methylpropanoate